methyl 6-azaspiro[3.4]octan-2-carboxylate C1C(CC12CNCC2)C(=O)OC